2,2,4,4-tetramethylpiperidin-3-one Hydrochloride Cl.CC1(NCCC(C1=O)(C)C)C